azidomethyl-(trimethyl)silane 2,15-dimethyl-5,5'-dioxospiro[18-oxapentacyclo[8.8.0.01,17.02,7.011,15]octadec-6-ene-14,2'-oxolane]-9-carboxylate CC12C34C(CC5(C(C4C(CC2=CC(CC1)=O)C(=O)O)CCC51OC(CC1)=O)C)O3.N(=[N+]=[N-])C[Si](C)(C)C